C(=C)[SiH](N[SiH3])C=C 3,3-divinyldisilazane